C(C)(=O)SC[C@H]1O[C@H]([C@@H]2OC(O[C@@H]21)(C)C)N2N=CC=1C2=NC=NC1NC(=O)OC(C)(C)C S-(((3aS,4S,6R,6aR)-6-(4-((tert-Butoxycarbonyl)amino)-1H-pyrazolo[3,4-d]pyrimidin-1-yl)-2,2-dimethyltetrahydrofuro[3,4-d][1,3]dioxol-4-yl)methyl) thioacetate